tert-butyl 4-((3-((3-((3-oxo-2,6,9,12-tetraoxaoctadecan-18-yl)oxy)benzyl)carbamoyl)phenyl)amino)-4-(5-(pyridin-4-yl)-4H-1,2,4-triazol-3-yl)piperidine-1-carboxylate O=C(OC)CCOCCOCCOCCCCCCOC=1C=C(CNC(=O)C=2C=C(C=CC2)NC2(CCN(CC2)C(=O)OC(C)(C)C)C2=NN=C(N2)C2=CC=NC=C2)C=CC1